O=C1CC(CC1)C(=O)O 3-oxocyclopentanoic acid